FC1(CN(CC[C@H]1NC1=NN2C(C(=N1)OC)=C(C=C2)C=2C=CC1=C(N(N=N1)[C@H](C(F)(F)F)C)C2)C(C([2H])([2H])[2H])=O)F 1-((R)-3,3-difluoro-4-((4-methoxy-5-(1-((S)-1,1,1-trifluoropropan-2-yl)-1H-benzo[d][1,2,3]triazol-6-yl)pyrrolo[2,1-f][1,2,4]triazin-2-yl)amino)piperidin-1-yl)ethan-1-one-2,2,2-d3